(1-bromoethyl)-5-fluoro-6-chloro-pyrimidine BrC(C)C1=NC(=C(C=N1)F)Cl